ethyl (R)-5-(1-(6-chloro-5-methylpyridin-3-yl)-1-hydroxyethyl)isoxazole-3-carboxylate ClC1=C(C=C(C=N1)[C@@](C)(O)C1=CC(=NO1)C(=O)OCC)C